2-(5-(cyclopropylmethyl)-3-(6-fluoro-3'-isopropyl-[1,1'-biphenyl]-3-yl)-4-(3-fluoro-4-sulfamoylbenzyl)-1H-pyrazol-1-yl)thiazole-4-carboxylic acid C1(CC1)CC1=C(C(=NN1C=1SC=C(N1)C(=O)O)C=1C=C(C(=CC1)F)C1=CC(=CC=C1)C(C)C)CC1=CC(=C(C=C1)S(N)(=O)=O)F